C1C2CC(NC21)C#N cis-4,5-methylenepyrrolidine-2-carbonitrile